C=1N=CN2C1C=C(C=C2)OC2=C(C=C(C=C2)NC2=NC=NC1=CC=C(C=C21)C2CN(CCC2)C(=O)OC(C)(C)C)C tert-Butyl 3-(4-((4-(imidazo[1,5-a]pyridin-7-yloxy)-3-methylphenyl)amino)quinazolin-6-yl)piperidine-1-carboxylate